4-(4-(naphthalen-1-yl)thiophen-2-yl)-4-oxobutanoic acid C1(=CC=CC2=CC=CC=C12)C=1C=C(SC1)C(CCC(=O)O)=O